4-allyl 1-benzyl (4,5-dimethoxy-2-((R)-2-(2-((2-nitrophenyl)sulfonamido)acetamido)-3-phenylpropoxy)benzoyl)-L-aspartate COC1=CC(=C(C(=O)N[C@@H](CC(=O)OCC=C)C(=O)OCC2=CC=CC=C2)C=C1OC)OC[C@@H](CC1=CC=CC=C1)NC(CNS(=O)(=O)C1=C(C=CC=C1)[N+](=O)[O-])=O